ClC=1C=CC(=NC1)C(CC1=NC(=NC(=N1)N[C@@H](CO)CC(C)C)NS(=O)(=O)C)C N-(4-(2-(5-chloropyridin-2-yl)propyl)-6-(((R)-1-hydroxy-4-methylpent-2-yl)amino)-1,3,5-triazin-2-yl)methanesulfonamide